(E)-4-bromo-N-[4-(3-chloro-2-fluoro-anilino)-7-[2-[(1S,5R)-3-methyl-3-azabicyclo[3.1.0]hexane-1-yl]ethynyl]quinazolin-6-yl]but-2-enamide BrC/C=C/C(=O)NC=1C=C2C(=NC=NC2=CC1C#C[C@]12CN(C[C@@H]2C1)C)NC1=C(C(=CC=C1)Cl)F